C(C)(C)O[V+2](OC(C)C)OC(C)C triisopropoxyvanadium (V)